amidino-O-methylisourea zinc chloride [Cl-].[Zn+2].C(N)(=N)NC(OC)=N.[Cl-]